O=C1N(CC2=CC(=CC=C12)O[C@@H]1[C@H](CCCC1)NCC1(CC1)C(F)(F)F)C1C(NC(CC1)=O)=O 3-(1-Oxo-5-(((1S,2S)-2-(((1-(trifluoromethyl)cyclopropyl)methyl)amino)cyclohexyl)oxy)isoindolin-2-yl)piperidin-2,6-dion